1,5-Pentanedione C(CCCC=O)=O